C(\C=C\C(=O)O)(=O)O.C(\C=C\C(=O)O)(=O)O.ClC=1C=CC(=C(CN2C[C@@H](OCC2)CN)C1)OCC (S)-(4-(5-chloro-2-ethoxybenzyl)morpholin-2-yl)methanamine difumarate